FC=1C(=C(C=CC1)[C@H]([C@H]1[C@@H]2N(C(C=3N1N=CC(C3O)=O)=O)CCC2)C2=CC(=CC=C2)F)C (9aR,10S)-10-((R)-(3-Fluoro-2-methylphenyl)(3-fluorophenyl)methyl)-4-hydroxy-8,9,9a,10-tetrahydro-7H-pyrrolo[1',2':4,5]pyrazino[1,2-b]pyridazin-3,5-dion